COC(=O)C1=NC=C(C=C1)CN1N=CC(=C1)NC(=O)OC(C)(C)C 5-((4-((tert-butoxycarbonyl)amino)-1H-pyrazol-1-yl)methyl)pyridinecarboxylic acid methyl ester